ClC1=CC=C(S1)B1OC(C(O1)(C)C)(C)C 2-(5-chloro-2-thienyl)-4,4,5,5-tetramethyl-1,3,2-dioxaborolane